N'-(3-(4-(1-acryloylpiperidin-4-yl)pyridin-2-yl)-5-methylbenzoyl)-2-fluorobenzenesulfonohydrazide C(C=C)(=O)N1CCC(CC1)C1=CC(=NC=C1)C=1C=C(C(=O)NNS(=O)(=O)C2=C(C=CC=C2)F)C=C(C1)C